FC1=CC(=C(C=C1)C1=NC=C(C=N1)CCN)OC=1C(=NN(C1)CC(C)C)C 2-[2-[4-fluoro-2-[3-methyl-1-(2-methylpropyl)pyrazol-4-yl]oxyphenyl]pyrimidin-5-yl]ethanamine